S1C(=NC2=C1CCC2)NC2=NC1=C(N2C)C=CC(=C1)C(=O)NCCOC ((5,6-dihydro-4H-cyclopenta[d]thiazol-2-yl)amino)-N-(2-methoxyethyl)-1-methyl-1H-benzo[d]imidazole-5-carboxamide